C[C@@]1(N(C(CO1)(C)C)C(=O)N2C=CN=C2)CCCC3=CC=C(C=C3)Cl The molecule is a {2-[3-(4-chlorophenyl)propyl]-2,4,4-trimethyl-1,3-oxazolidin-3-yl}(imidazol-1-yl)methanone that is the (S)-enantiomer of oxpoconazole. It is a conjugate base of a (S)-oxpoconazole(1+). It is an enantiomer of a (R)-oxpoconazole.